(S)-1-(1-(7-(8-chloronaphthalen-1-yl)-2-((1-methylpyrrolidin-2-yl)methoxy)-5,6,7,8-tetrahydropyrido[3,4-d]pyrimidin-4-yl)azetidin-3-yl)prop-2-en-1-one ClC=1C=CC=C2C=CC=C(C12)N1CC=2N=C(N=C(C2CC1)N1CC(C1)C(C=C)=O)OC[C@H]1N(CCC1)C